CC(C)(C)OC(=O)N1CCNCC1 1-N-Boc-piperazine